CN1C(C2=C(C(=C1)C=1C=C(C=CC1OC1=CC=C(C=C1)CCN1CCN(CC1)CC1CCNCC1)NS(=O)(=O)CC)C=CN2)=O N-[3-(6-methyl-7-oxo-1H-pyrrolo[2,3-c]pyridin-4-yl)-4-[4-[2-[4-(4-piperidyl-methyl)piperazin-1-yl]ethyl]phenoxy]phenyl]ethanesulfonamide